(S)-6-(5-(difluoromethoxy)pyridin-2-yl)-7,8-difluoro-2-(4-((6-oxo-5-(trifluoromethyl)-1,6-dihydropyridazin-4-yl)amino)pentyl)isoquinolin-1(2H)-one FC(OC=1C=CC(=NC1)C=1C=C2C=CN(C(C2=C(C1F)F)=O)CCC[C@H](C)NC=1C=NNC(C1C(F)(F)F)=O)F